Tert-butyl-2-(3-bromo-4-methoxy-5-nitrophenyl)ethan-1-ol C(C)(C)(C)C(CC1=CC(=C(C(=C1)[N+](=O)[O-])OC)Br)O